C1(=CC=CC=C1)C=1C=C(C2=CC=CC=C2C1)N1[13C](=CC2=CC=CC=C12)C1=CC=CC=C1 N-(3-phenylnaphthyl)-2-(phenyl)-indole-13C